(±)-5-butyl-6-pentyl-2-(2-phenylpropyl)-1,3-dioxan-4-ol C(CCC)C1C(OC(OC1CCCCC)CC(C)C1=CC=CC=C1)O